ClC=1C=C(C=NC1N1N=CC=N1)C1=NN(C(=C1C(=O)N)C(F)(F)F)C1=CN=CC2=CC=CC=C12 (5-chloro-6-(2H-1,2,3-triazol-2-yl)pyridin-3-yl)-1-(isoquinolin-4-yl)-5-(trifluoromethyl)-1H-pyrazole-4-carboxamide